C(#N)C1=CC(=C(COC2=CC=CC(=N2)C2=CC(=C(CC3=NC4=C(N3[C@H]3[C@H]5[C@@H](OC3)COC5)C=C(C=C4)C(=O)O)C=C2F)F)C=C1)F 2-(4-(6-((4-cyano-2-fluorobenzyl)oxy)pyridin-2-yl)-2,5-difluorobenzyl)-1-((3S,3aR,6aR)-hexahydrofuro[3,4-b]furan-3-yl)-1H-benzo[d]imidazole-6-carboxylic acid